1-(2-hydroxyphenyl)-1H-pyrrole-2,5-dione OC1=C(C=CC=C1)N1C(C=CC1=O)=O